methyl (1s,4S)-4-(3-chloroanilino)-5'-fluoro-2'-[(2R)-3-hydroxy-2-methylpropyl]-6'-methoxy-2',3'-dihydrospiro[cyclohexane-1,1'-isoindole]-4-carboxylate ClC=1C=C(NC2(CCC3(N(CC4=CC(=C(C=C34)OC)F)C[C@H](CO)C)CC2)C(=O)OC)C=CC1